5-chloro-2-(4-{[(3r,4s)-3-methyl-oxazin-4-yl]amino}pyrido[3,4-d]pyridazin-1-yl)phenol ClC=1C=CC(=C(C1)O)C1=C2C(=C(N=N1)NC1=C(NOC=C1)C)C=NC=C2